CC1=C(C(=C(C=C1O)OC)O)C/C=C(\\C)/CC/C=C(\\C)/CC/C=C(\\C)/CC/C=C(\\C)/CC/C=C(\\C)/CC/C=C(\\C)/CCC=C(C)C The molecule is a 6-methoxy-3-methyl-2-all-trans-polyprenylhydroquinone in which the polyprenyl component is specified as all-trans-heptaprenyl. It is a 2-methoxy-3-methyl-6-all-trans-polyprenylhydroquinone and a member of hydroquinones.